S(=O)(=O)([O-])[O-].[Fe+3].S(=O)(=O)([O-])[O-].S(=O)(=O)([O-])[O-].[Fe+3] iron (III) sulfate